2-(N,N-dimethylsulphamoyl)benzeneboronic acid B(C1=CC=CC=C1S(=O)(=O)N(C)C)(O)O